ClC1=CC(=C(S1)C1=CC=C(C(=N1)C)O[C@@H]1C[C@H](CCC1)C(=O)O)COC1=NC=CC(=N1)C(C)C (1S,3S)-3-((6-(5-Chloro-3-(((4-isopropylpyrimidin-2-yl)oxy)methyl)thiophen-2-yl)-2-methyl-Pyridin-3-yl)oxy)cyclohexane-1-carboxylic acid